OC1(CC2(CN(C2)[C@@H]2[C@H](CCCC2)OC=2C=C3CN(C(C3=CC2)=O)C2C(NC(CC2)=O)=O)C1)C 3-(5-(((1S,2S)-2-(6-hydroxy-6-methyl-2-azaspiro[3.3]heptan-2-yl)cyclohexyl)oxy)-1-oxoisoindolin-2-yl)piperidine-2,6-dione